(2-[3-(triethoxysilyl)propoxy]-5-hydroxyphenyl)tri(p-tolyl)phosphonium bromide [Br-].C(C)O[Si](CCCOC1=C(C=C(C=C1)O)[P+](C1=CC=C(C=C1)C)(C1=CC=C(C=C1)C)C1=CC=C(C=C1)C)(OCC)OCC